(1R,2R)-N-[7-chloro-6-[4-((3S,4S)-4-hydroxy-3-methyl-tetrahydrofuran-3-yl)piperazin-1-yl]-3-isoquinolinyl]-2-(2-thienyl)cyclopropanecarboxamide ClC1=C(C=C2C=C(N=CC2=C1)NC(=O)[C@H]1[C@@H](C1)C=1SC=CC1)N1CCN(CC1)[C@]1(COC[C@H]1O)C